N-(trifluoromethyl)acetamide FC(NC(C)=O)(F)F